N-[2-(2-aminoethoxy)ethyl]-2-bromo-4-[[3-(2,3-difluoro-4-methoxyphenyl)imidazo[1,2-a]pyrazin-8-yl]amino]benzamide NCCOCCNC(C1=C(C=C(C=C1)NC=1C=2N(C=CN1)C(=CN2)C2=C(C(=C(C=C2)OC)F)F)Br)=O